4-((5-(benzyloxy)-3-fluoro-2-(4-methoxy-2-methylphenyl)-1H-indol-1-yl)methyl)phenethyl 4-methylbenzenesulfonate CC1=CC=C(C=C1)S(=O)(=O)OCCC1=CC=C(C=C1)CN1C(=C(C2=CC(=CC=C12)OCC1=CC=CC=C1)F)C1=C(C=C(C=C1)OC)C